tert-butyl (2-((6-(4-(hydroxymethyl)pyrimidin-2-yl)pyridin-3-yl)amino)ethyl)carbamate OCC1=NC(=NC=C1)C1=CC=C(C=N1)NCCNC(OC(C)(C)C)=O